[In]=[Se] Indium-Selenide